2-chloro-1,1,1,2,4,4,4-heptafluorobutane ClC(C(F)(F)F)(CC(F)(F)F)F